C(C)(C)(C)OC(=O)N[C@@H]1[C@@H](CC2=CC=CC=C12)OCCS(=O)(=O)CCO[C@H]1[C@H](C2=CC=CC=C2C1)NC(OC(C)(C)C)=O tert-Butyl N-[(1S,2R)-2-[2-(2-{[(1S,2R)-1-{[(tert-butoxy)carbonyl]amino}-2,3-dihydro-1H-inden-2-yl]oxy}ethanesulfonyl)ethoxy]-2,3-dihydro-1H-inden-1-yl]carbamate